ClC=1C=C(C=C2C(=C(C=NC12)C#N)NCC(C)(C)C)N[C@@H](C=1C(=NC(=CC1)F)C)C=1N=NN(C1C)C1CC1 (S)-8-chloro-6-(((1-cyclopropyl-5-methyl-1H-1,2,3-triazol-4-yl)(6-fluoro-2-methylpyridin-3-yl)methyl)amino)-4-(neopentylamino)quinoline-3-carbonitrile